C1(=CC=C2C=CC=CC=C12)S(=O)(=O)N azulenesulfonamide